OC1(CC1)C1=NN(C=N1)C1CC2(CN(C2)C(=O)N2CC3(C2)CCN(CC3)CC=3C=NC(=CC3)C(F)(F)F)C1 [6-[3-(1-hydroxycyclopropyl)-1,2,4-triazol-1-yl]-2-azaspiro[3.3]heptan-2-yl]-[7-[[6-(trifluoromethyl)-3-pyridyl]methyl]-2,7-diazaspiro[3.5]nonan-2-yl]methanone